ClC=1C=CC=C2C=CC(=NC12)NC1=CC2=C(OC(O2)(F)F)C=C1 8-chloro-N-(2,2-difluorobenzo[d][1,3]dioxolan-5-yl)quinolin-2-amine